O1CCC2=C1C=CC(=C2)C=2CC[C@@H](CN2)C |r| rac-(3S)-6-(2,3-Dihydrobenzofuran-5-yl)-3-methyl-2,3,4,5-tetrahydropyridine